6-[(5-bromo-2-chloropyrimidin-4-yl)amino]quinoxalin-5-yl-methanesulfonamide L-threonate O=C([C@H](O)[C@@H](O)CO)O.BrC=1C(=NC(=NC1)Cl)NC=1C(=C2N=CC=NC2=CC1)CS(=O)(=O)N